Methyl (3S)-3-[[(1R)-5-[3-(4-fluorophenoxy)azetidin-1-yl]-1-oxido-2,3-dihydrothieno[3,2-b]pyridine-7-yl]amino]pyrrolidine-1-carboxylate FC1=CC=C(OC2CN(C2)C2=CC(=C3C(=N2)CC[S@]3=O)N[C@@H]3CN(CC3)C(=O)OC)C=C1